NC1=CC(=C(C=C1)C1=C(C=C(N)C=C1)C)C 4-(4-amino-2-methyl-phenyl)-3-methyl-aniline